FC1=CC=C(C=C1)C1=NN(N=C1C=1C2=C(N=CN1)OC(=C2)C2=CC=CC=C2)COCC[Si](C)(C)C 4-(4-fluorophenyl)-5-{6-phenylfuro[2,3-d]pyrimidin-4-yl}-2-{[2-(trimethylsilyl)ethoxy]methyl}-1,2,3-triazole